tert-butyl (3R,4S)-4-(3-cyanophenyl)-3-((dimethylamino)methyl)-4-hydroxypiperidine-1-carboxylate C(#N)C=1C=C(C=CC1)[C@]1([C@@H](CN(CC1)C(=O)OC(C)(C)C)CN(C)C)O